FC(C=1C(=C(C=C2NC(C=3N(C12)C(=NN3)C)(C)C)F)C3=C1C=CN(C1=CC=C3)S(=O)(=O)CC)F 9-(Difluoro-methyl)-8-[1-(ethylsulfonyl)-1H-indol-4-yl]-7-fluoro-1,4,4-trimethyl-5H-[1,2,4]triazolo[4,3-a]quinoxaline